(2-ethylhexyl)(1-methylheptyl)nickel (2-ethylhexyl)(p-nonylphenyl)phosphonate C(C)C(COP(O)(=O)C1=CC=C(C=C1)CCCCCCCCC)CCCC.C(C)C(C[Ni]C(CCCCCC)C)CCCC